methyl (S)-5-hydroxy-2-methyl-3,4-dihydroquinoline-1(2H)-carboxylate OC1=C2CC[C@@H](N(C2=CC=C1)C(=O)OC)C